N-[(R)-1-(3,3-difluorocyclobutyl)ethyl]-4-{(2S,5S)-2-methyl-1,7-diaza-7-spiro[4.4]nonyl}-5-(3,5-difluorophenyl)nicotinamide FC1(CC(C1)[C@@H](C)NC(C1=CN=CC(=C1N1C[C@]2(CC[C@@H](N2)C)CC1)C1=CC(=CC(=C1)F)F)=O)F